FC1=C(C(=CC=C1)F)C1=NCC2=NN=C(N2C=2SC=3CC(CC3C12)C=O)C 9-(2,6-difluorophenyl)-3-methyl-16-thia-2,4,5,8-tetrazatetracyclo[8.6.0.02,6.011,15]hexadeca-1(10),3,5,8,11(15)-pentaene-13-carbaldehyde